5-cyano-1-(2,2-difluoroethyl)-4-methyl-1H-1,3-benzodiazol C(#N)C1=C(C2=C(N(C=N2)CC(F)F)C=C1)C